N-(2-(4-chlorothiophen-2-yl)-1-(5-fluoro-4-(methylamino)-2-oxopyrimidin-1(2H)-yl)-2-oxoethyl)-3-methylbenzamide ClC=1C=C(SC1)C(C(N1C(N=C(C(=C1)F)NC)=O)NC(C1=CC(=CC=C1)C)=O)=O